C(C)(C)N(P([O-])Cl)C(C)C N,N-diisopropyl-chloro-phosphoramidite